BrC=1C=C(C(=NC1)C)C1(CC1)O[Si](C)(C)C(C)(C)C [1-(5-bromo-2-methyl-3-pyridyl)cyclopropoxy]-tert-butyl-dimethyl-silane